Cl.COC1=NC(=CC(=C1CN)C)C (2-Methoxy-4,6-dimethylpyridin-3-yl)methylamine hydrochloride